4-bromo-2-morpholin-4-ylbenzonitrile BrC1=CC(=C(C#N)C=C1)N1CCOCC1